BrC=1C(=NC(=CC1)SCC)OC 3-bromo-6-(ethylthio)-2-methoxypyridine